CSC1=CC=C(C=C1)C(C(=O)NCC1=CC=NC=C1)NCCC1CCNCC1 2-[4-(methylthio)phenyl]-2-[(2-piperidine-4-ylethyl)amino]-N-(pyridine-4-ylmethyl)acetamid